1-cyclopentyl-3-(3-(3,6-difluoro-9H-carbazol-9-yl)-2-hydroxypropyl)tetrahydropyrimidin-2(1H)-one C1(CCCC1)N1C(N(CCC1)CC(CN1C2=CC=C(C=C2C=2C=C(C=CC12)F)F)O)=O